(5r,8r)-4-(benzyloxy)-3-mesityl-8-(2-(2-(2-(2-((tetrahydro-2H-pyran-2-yl)oxy)ethoxy)ethoxy)ethoxy)ethoxy)-1-oxaspiro[4.5]dec-3-en-2-one C(C1=CC=CC=C1)OC1=C(C(OC12CCC(CC2)OCCOCCOCCOCCOC2OCCCC2)=O)C2=C(C=C(C=C2C)C)C